CCCCCCCC(=O)OC[C@@H]1[C@H]([C@@H]([C@H]([C@H](O1)OC[C@@H]2[C@H]([C@@H]([C@H]([C@H](O2)O[C@H](CO)C(=O)O)O)O)O)O)O)O The molecule is a glycoside consisting of D-glyceric acid having a 6-O-octanoyl-alpha-D-glucosyl-(1->6)-alpha-D-glucosyl residue attached at position 2 via a glycosidic linkage. It is a 3-hydroxy carboxylic acid, a disaccharide derivative, a glycoside and an O-acyl carbohydrate. It derives from a D-glyceric acid and an octanoic acid. It is a conjugate acid of a 2-O-[6-O-octanoyl-alpha-D-glucosyl-(1->6)-alpha-D-glucosyl]-D-glycerate.